FC=1C=C(NCC=2C=C3C(=NN(C3=CC2)C2OCCCC2)C=CC2=NC=CC=C2)C=C(C1)F 3,5-difluoro-N-((3-(2-(pyridin-2-yl)vinyl)-1-(tetrahydro-2H-pyran-2-yl)-1H-indazol-5-yl)methyl)aniline